FC(CN1N=CC=2C1=NC(=CN2)N2CCC1(CCN(C1=O)C1=CN=C(S1)C(F)(F)F)CC2)F 8-(1-(2,2-difluoroethyl)-1H-pyrazolo[3,4-b]pyrazin-6-yl)-2-(2-(trifluoromethyl)thiazol-5-yl)-2,8-diazaspiro[4.5]decan-1-one